C(CCC)[N+](CCCC)(CCCC)CCCC tetrakisButylammonium